(R/S)-3-(4-(3-(5-fluoropyridin-2-yl)-1-methyl-1H-pyrazol-4-yl)-1H-pyrrolo[2,3-b]Pyridin-2-yl)tetrahydrofuran-3-ol FC=1C=CC(=NC1)C1=NN(C=C1C1=C2C(=NC=C1)NC(=C2)[C@]2(COCC2)O)C |r|